ClC1=CC(=C(C=C1)[C@]1(OC2=C(O1)C=CC=C2C2CCN(CC2)CC=2N(C(=CN2)/C=C(/C(=O)O)\C)C[C@H]2OCC2)C)F (E)-3-(2-((4-((R)-2-(4-chloro-2-fluorophenyl)-2-methylbenzo[d][1,3]dioxol-4-yl)piperidin-1-yl)methyl)-1-(((S)-oxetan-2-yl)methyl)-1H-imidazol-5-yl)-2-methylacrylic acid